silver iodoamine IN.[Ag]